ClC1=C(C=CC=C1)[C@@H]([C@@H](C)C=1N(C(C(=C(N1)C(=O)NC=1C=NOC1)O)=O)C)C1=NC=C(N=C1)C 2-((1R,2R)-1-(2-chlorophenyl)-1-(5-methylpyrazin-2-yl)propan-2-yl)-5-hydroxy-N-(isoxazol-4-yl)-1-methyl-6-oxo-1,6-dihydropyrimidine-4-carboxamide